(R)-N-((S)-5-bromo-1'-(1-(2,3-dichlorophenyl)-2-methyl-6-oxo-1,6-dihydropyrimidin-4-yl)-1,3-dihydrospiro[indene-2,4'-piperidin]-3-yl)-2-methylpropane-2-sulfinamide BrC=1C=C2[C@H](C3(CCN(CC3)C=3N=C(N(C(C3)=O)C3=C(C(=CC=C3)Cl)Cl)C)CC2=CC1)N[S@](=O)C(C)(C)C